CNC=1N=C(C(=NC1C=1C2=C(C=NC1)N(C=N2)C)C(=O)O)NC=2C=NC(=CC2)CN2CCOCC2 5-(methylamino)-6-(3-methylimidazo[4,5-c]pyridin-7-yl)-3-[[6-(morpholinomethyl)-3-pyridinyl]amino]pyrazine-2-carboxylic acid